4-(bromomethyl)tetrahydro-2H-thiopyran BrCC1CCSCC1